C(CCCCCCCCCCCCCCCC)OC(CCCCCCCN(CCCCCC(OCCCCCCCCCC)=O)CCO)=O 8-[(2-hydroxyethyl)(6-oxo-6-decyloxyhexyl)amino]octanoic acid (heptadecanyl) ester